C(=O)C1=CC=C(C=C1)C1=CC(=C(C(=C1)[N+](=O)[O-])C)C(=O)OC methyl 4'-formyl-4-methyl-5-nitro-(1,1'-biphenyl)-3-carboxylate